(Z)-2-(6-methoxy-2-oxoindolin-3-ylidene)-N-(m-tolyl)hydrazinecarbothioamide COC1=CC=C2/C(/C(NC2=C1)=O)=N/NC(NC=1C=C(C=CC1)C)=S